C(C1=CC=CC=C1)OC1=C(C(=C2C3C=CC(C2=C1)O3)F)Cl 7-(benzyloxy)-6-chloro-5-fluoro-1,4-dihydro-1,4-epoxynaphthalene